FC1=C(C=C(C=C1)F)[C@@H]1N(CCC1)C1=NC=2N(C=C1)N=CC2NC(=O)N2C[C@H]([C@@H](C2)O)O (3R-4R)-N-(5-((R)-2-(2,5-difluorophenyl)pyrrolidin-1-yl)pyrazolo[1,5-a]pyrimidin-3-yl)-3,4-dihydroxypyrrolidine-1-carboxamide